C1(=CC=CC=C1)CC(C(=O)OO)=O hydroxy phenylpyruvate